C(CCCCC(C)C)OC(CCNCCN)=O N-(2-aminoethyl)-beta-alanine isooctyl ester